FC1(CC2(CN(C2)C(=O)C=2N=NC(=CC2)OCC=2C(=NOC2C)C=2C=NC(=CC2)C)C1)F (6,6-Difluoro-2-azaspiro[3.3]heptan-2-yl)(6-((5-methyl-3-(6-methylpyridin-3-yl)isoxazol-4-yl)methoxy)pyridazin-3-yl)methanon